Cl.COC1=CC=C(C=C1)CN[C@@H]1[C@@H](N([C@@H](C1)C)C(=O)OCC1=CC=CC=C1)C(=O)OC benzyl 2-methyl (2R,3S,5R)-3-[[(4-methoxyphenyl)methyl]amino]-5-methylpyrrolidine-1,2-dicarboxylate hydrochloride